NC=1C=2N(C=CN1)C(=NC2C2=CC(=C(C=C2)NC(OC(C)(C)C)=O)OC)C2=CC(N(C=C2)C)=O tert-Butyl (4-(8-amino-3-(1-methyl-2-oxo-1,2-dihydropyridin-4-yl)imidazo[1,5-a]pyrazin-1-yl)-2-methoxyphenyl)carbamate